BrC1=CC=NC=2N(CCOCC21)C2=NC(N(C1=CC(=C(C=C21)Cl)O)C)=O (6-bromo-2,3-dihydropyrido[2,3-e][1,4]oxazepine-1(5H)-yl)-6-chloro-7-hydroxy-1-methylquinazolin-2(1H)-one